2-thiocarbonyl-3-(2-((2S,4R)-4-(trifluoromethyl)piperidin-2-yl)benzyl)-1,2,3,7-tetrahydro-6H-purin-6-one C(=S)=C1NC(C=2NC=NC2N1CC1=C(C=CC=C1)[C@H]1NCC[C@H](C1)C(F)(F)F)=O